disec-butyl peroxydicarbonate C(=O)(OC(C)CC)OOC(=O)OC(C)CC